(2R,3R,4R,5R,6R)-2-(acetoxymethyl)-6-(2-oxoethyl)-4-(4-(3,4,5-trifluorophenyl)-1H-1,2,3-triazol-1-yl)tetrahydro-2H-pyran-3,5-diyl diacetate C(C)(=O)O[C@H]1[C@H](O[C@@H]([C@@H]([C@H]1N1N=NC(=C1)C1=CC(=C(C(=C1)F)F)F)OC(C)=O)CC=O)COC(C)=O